6-(2-hydroxyethyl-oxy)coumarin OCCOC=1C=C2C=CC(OC2=CC1)=O